diglycerin palmitate C(CCCCCCCCCCCCCCC)(=O)O.OCC(O)CO.OCC(O)CO